N1(CCCC1)C(=O)OCCCOC=1C(=CC=2C3=C(C(=NC2C1)C1CC1)CC(N3)(C)C)OC 1-[3-({4-cyclopropyl-8-methoxy-2,2-dimethyl-1H,2H,3H-pyrrolo[3,2-c]quinolin-7-yl} oxy)propyl] pyrrolidineformate